CN(C1CCN(CC1)C(=O)C1=CC=C(C=C1)NC(=O)NC1=CC=C(C=C1)C1=NC(=NC(=N1)N1CCOCC1)N1CCOCC1)C 1-[4-[4-(dimethylamino)piperidine-1-carbonyl]phenyl]-3-[4-(4,6-dimorpholino-1,3,5-triazin-2-yl)phenyl]urea